(2RS)-N-{4-[7-(2,2-difluoroethyl)-5-methyl-4-oxo-3-phenyl-4,5-dihydro-1H-pyrrolo[3,2-c]pyridin-2-yl]pyridin-2-yl}-4,4-difluoro-2-(4-fluorophenyl)butanamide FC(CC=1C2=C(C(N(C1)C)=O)C(=C(N2)C2=CC(=NC=C2)NC([C@H](CC(F)F)C2=CC=C(C=C2)F)=O)C2=CC=CC=C2)F |r|